5-(difluoro(phenyl)methyl)-7-(3,3-difluoropyrrolidin-1-yl)-3-(2-vinylbenzyl)-3H-[1,2,3]Triazolo[4,5-d]Pyrimidine FC(C=1N=C(C2=C(N1)N(N=N2)CC2=C(C=CC=C2)C=C)N2CC(CC2)(F)F)(C2=CC=CC=C2)F